methoxy-nitropropane COC(CC)[N+](=O)[O-]